2-(tert-butylamino)-6-(trifluoromethyl)nicotinic acid methyl ester COC(C1=C(N=C(C=C1)C(F)(F)F)NC(C)(C)C)=O